C1(=CC=CC=C1)CS(=O)(=O)OC1=C(OC(C1=O)([2H])C1=C(C=C(C=C1)F)Cl)N 2-amino-5-(2-chloro-4-fluorophenyl)-4-oxo-4,5-dihydrofuran-3-yl-5-d phenylmethanesulfonate